(2R)-1-[4-[4-[(1R)-1-amino-2,2-difluoro-ethyl]phenyl]-7,7-difluoro-5,6-dihydrocyclopenta[d]pyrimidin-2-yl]azetidine-2-carbonitrile N[C@@H](C(F)F)C1=CC=C(C=C1)C=1C2=C(N=C(N1)N1[C@H](CC1)C#N)C(CC2)(F)F